methyl (E)-4-[2-[2-[bis(tert-butoxycarbonyl)amino]ethoxy]ethoxy]but-2-enoate C(C)(C)(C)OC(=O)N(CCOCCOC/C=C/C(=O)OC)C(=O)OC(C)(C)C